NCCN(CC)CC=1C=CC(=C(C#N)C1)F 5-(((2-aminoethyl)(ethyl)amino)methyl)-2-fluorobenzonitrile